4-(3-chloro-4-fluoroanilino)-6,7-dimethoxyquinazoline ClC=1C=C(NC2=NC=NC3=CC(=C(C=C23)OC)OC)C=CC1F